O1C(OCC1)CC[C@H](C(C)C)N1CC(C1)C=1C=C(C=2N(C1)C(=NC2)C)C2=C(C(=O)N(C(C)C)CC)C=C(C=C2)F 2-(6-{1-[(3R)-1-(1,3-dioxolan-2-yl)-4-methylpentan-3-yl]azetidin-3-yl}-3-methylimidazo[1,5-a]pyridin-8-yl)-N-ethyl-5-fluoro-N-(isopropyl)benzamide